2-chloro-6-(4-chlorophenoxy)pyridin-3-amine ClC1=NC(=CC=C1N)OC1=CC=C(C=C1)Cl